6-[2-amino-3-(3-fluorooxetan-3-yl)propyl]-7-methyl-N-[(thiophen-2-yl)methyl]thieno[3,2-c]pyridazin-4-amine NC(CC1=C(C=2N=NC=C(C2S1)NCC=1SC=CC1)C)CC1(COC1)F